9-(4-chlorodibenzo[b,d]furan-1-yl)-9H-carbazole ClC1=CC=C(C2=C1OC1=C2C=CC=C1)N1C2=CC=CC=C2C=2C=CC=CC12